ClC=1C(=C(C(=CC1)S(=O)(=O)C)C=1N=C(C(=NC1)C(=O)O)C)F (3-chloro-2-fluoro-6-(methylsulfonyl)phenyl)-3-methylpyrazine-2-carboxylic acid